1-(9Z-tetradecenoyl)-2-docosanoyl-glycero-3-phosphocholine CCCCCCCCCCCCCCCCCCCCCC(=O)O[C@H](COC(=O)CCCCCCC/C=C\CCCC)COP(=O)([O-])OCC[N+](C)(C)C